4-Nitro-2-phenylnaphthalen-1-amine [N+](=O)([O-])C1=CC(=C(C2=CC=CC=C12)N)C1=CC=CC=C1